4-(7-fluoroimidazo[1,2-a]pyridin-3-yl)-7-[[5-(4-morpholino-1-piperidyl)-2-pyridyl]amino]isoindolin-1-one FC1=CC=2N(C=C1)C(=CN2)C2=C1CNC(C1=C(C=C2)NC2=NC=C(C=C2)N2CCC(CC2)N2CCOCC2)=O